cis-3-(Butylamino)-5-(4-hydroxycyclohexyl)-8-((4-methylpiperazin-1-yl)methyl)pyrimido[4,5-c]isoquinolin-6(5H)-one C(CCC)NC=1N=CC2=C(N(C(C=3C=C(C=CC23)CN2CCN(CC2)C)=O)[C@@H]2CC[C@@H](CC2)O)N1